COCC1=C(SC=2C(OC=3CCCCC3C21)=O)C=2C=NN(C2)COCC[Si](C)(C)C (methoxymethyl)-2-(1-((2-(trimethylsilyl)ethoxy)methyl)-1H-pyrazol-4-yl)-6,7,8,9-tetrahydro-4H-thieno[2,3-c]chromen-4-one